tert-butyl 4-((1-(4-chloro-2-fluorobenzyl)-4-iodo-1H-pyrazol-3-yl)oxy)piperidine-1-carboxylate ClC1=CC(=C(CN2N=C(C(=C2)I)OC2CCN(CC2)C(=O)OC(C)(C)C)C=C1)F